C(=O)(O)CCSC(=O)SC(C(=O)O)CC(C)C#N (((2-carboxyethyl)thio)carbonylthio)-4-cyanovaleric acid